t-butylperoxy n-propyl monocarbonate C(OOOC(C)(C)C)(OCCC)=O